BrC1=CC=C(C=N1)N1CC2CN(CC(C1)O2)C(=O)OC(C)(C)C tert-butyl 7-(6-bromopyridin-3-yl)-9-oxa-3,7-diazabicyclo[3.3.1]nonane-3-carboxylate